3β-(Tert-butyldimethylsilyloxy)-17β-(2-hydroxyethoxy)-5α-androstane [Si](C)(C)(C(C)(C)C)O[C@@H]1C[C@@H]2CC[C@H]3[C@@H]4CC[C@@H]([C@@]4(C)CC[C@@H]3[C@]2(CC1)C)OCCO